FC=1C(=NC=C(C1)F)CC1CC2(CN(C2)C(=O)N2CC3(C2)NC(OC3)=O)CC1 2-[6-[(3,5-difluoro-2-pyridyl)methyl]-2-azaspiro[3.4]octane-2-carbonyl]-7-oxa-2,5-diazaspiro[3.4]octan-6-one